C12CC(CC(CC1)N2)N(C=2SC=1N=C(N=CC1N2)C2=CC1=CN(N=C1C(=C2)C#N)C)C 5-{2-[(3-exo)-8-Azabicyclo[3.2.1]oct-3-yl(methyl)amino][1,3]thiazolo[5,4-d]pyrimidin-5-yl}-2-methyl-2H-indazol-7-carbonitril